CC1=NC=C(C=C1NC(=O)C=1C=C2C(=NC1)NC(=C2)C=2C=NN(C2)C(F)(F)F)NC(CN2[C@H](CCC2)C)=O (S)-N-(2-methyl-5-(2-(2-methylpyrrolidin-1-yl)acetamido)pyridin-3-yl)-2-(1-(trifluoromethyl)-1H-pyrazol-4-yl)-1H-pyrrolo[2,3-b]pyridine-5-carboxamide